1-(4-(8-fluoro-7-(6-methylnaphthalen-1-yl)pyrido[4,3-d]pyrimidin-4-yl)piperazin-1-yl)prop-2-en-1-one FC1=C(N=CC2=C1N=CN=C2N2CCN(CC2)C(C=C)=O)C2=CC=CC1=CC(=CC=C21)C